C1(CCC1)N1N=CC(=C1)C1=CC=C(C(=C1C(=O)O)F)NC(=O)C1(CC1)C1=C(C=C(C=C1)C(F)(F)F)F 6-(1-Cyclobutyl-1H-pyrazol-4-yl)-2-fluoro-3-[({1-[2-fluoro-4-(trifluoromethyl)phenyl]cyclopropyl}carbonyl)amino]benzoic acid